CC1=CC=C(C=C1)S(=O)(=O)OC1CN(C1)C1=CC=2N(C=C1)C1=C(N2)C=C(C=C1)C#C 1-(7-Ethynylbenzo[4,5]imidazo[1,2-a]pyridin-3-yl)azetidin-3-yl 4-methylbenzenesulfonate